CS(=O)(=O)OCCCCCCCCCCN1CCC(CC1)N1N=C(C=2C1=NC=NC2N)C2=CC=C(C=C2)OC2=CC=CC=C2 10-(4-(4-amino-3-(4-phenoxyphenyl)pyrazolo[3,4-d]pyrimidin-1-yl)piperidin-1-yl)decyl methanesulfonate